5-(1H-Pyrazol-4-yl)-2-(6-((2,2,6,6-tetramethylpiperidin-4-yl)oxy)pyridazin-3-yl)phenol monohydrochloride monohydrate O.Cl.N1N=CC(=C1)C=1C=CC(=C(C1)O)C=1N=NC(=CC1)OC1CC(NC(C1)(C)C)(C)C